1,1,1-tris(3,5-dimethyl-4-hydroxyphenyl)ethane methyl-5-(2-(tert-butoxycarbonyl)-1-methylhydrazine-1-carbonyl)-2-methoxyisonicotinate COC(C1=CC(=NC=C1C(=O)N(NC(=O)OC(C)(C)C)C)OC)=O.CC=1C=C(C=C(C1O)C)C(C)(C1=CC(=C(C(=C1)C)O)C)C1=CC(=C(C(=C1)C)O)C